N-benzyloxycarbonyl-O-tert-butyl-L-threonine dicyclohexylamine salt C1(CCCCC1)NC1CCCCC1.C(C1=CC=CC=C1)OC(=O)N[C@@H]([C@H](OC(C)(C)C)C)C(=O)O